tert-Butyl (1R,4R)-5-(4-bromo-2,5-difluorophenyl)-2,5-diazabicyclo[2.2.1]heptane-2-carboxylate BrC1=CC(=C(C=C1F)N1[C@H]2CN([C@@H](C1)C2)C(=O)OC(C)(C)C)F